C(C(C)C)NC(=O)C1=C(C(=O)O)C=CC=C1 (isobutylcarbamoyl)benzoic acid